3-fluoro-4-(imidazo[1,2-a]pyridin-8-yloxy)aniline FC=1C=C(N)C=CC1OC=1C=2N(C=CC1)C=CN2